N,N-diethylpyridineamide C(C)N(C(=O)C1=NC=CC=C1)CC